6-(Cyclopropanecarboxamido)-4-((1-(2-(dimethylamino)ethyl)-7-methoxy-1H-indazol-6-yl)amino)nicotinic acid C1(CC1)C(=O)NC1=NC=C(C(=O)O)C(=C1)NC1=CC=C2C=NN(C2=C1OC)CCN(C)C